NC1=C(C(=O)N)C=C(C=N1)C=1C=NN(C1)C amino-5-(1-methyl-1H-pyrazol-4-yl)nicotinamide